ClC=1C(=CC(=NC1)CNC(OC(C)(C)C)=O)F tert-butyl ((5-chloro-4-fluoropyridin-2-yl)methyl)carbamate